(6-(2,3-dichloro-6-hydroxyphenyl)-6,7-dihydro-5H-pyrrolo[2,1-c][1,2,4]triazol-3-yl)(4-isopropylpiperazin-1-yl)methanone ClC1=C(C(=CC=C1Cl)O)C1CC2=NN=C(N2C1)C(=O)N1CCN(CC1)C(C)C